ClC1=CC=C(CC2=CC=C(C=C2)N2N=C(N=C2C)C(=O)N)C=C1 1-(4-(4-chlorobenzyl)phenyl)-5-methyl-1H-1,2,4-triazole-3-carboxamide